N4-[2-(6-methyl-2-pyridyl)pyrimidin-4-yl]-N2-(5-piperazin-1-yl-2-pyridyl)pyrimidine-2,4-diamine CC1=CC=CC(=N1)C1=NC=CC(=N1)NC1=NC(=NC=C1)NC1=NC=C(C=C1)N1CCNCC1